[N+](=O)([O-])C1=CC=C(C=C1)N1C([C@@H]2[C@H](C1=O)C=N[C@]2(P(OCC)(=O)OCC)C2=CC=CC=C2)=O |r| diethyl (1RS,3aSR,6aSR)-5-(4-nitrophenyl)-4,6-dioxo-1-phenyl-1,3a,4,5,6,6a-hexahydropyrrolo[3,4-c]pyrrole-1-phosphonate